C(CCCCC(=O)[O-])(=O)[O-].[Zn+2].[Zn+2].C(CCCCC(=O)[O-])(=O)[O-] Dizinc adipate